tert-butyl N-[5-(3-chlorophenyl)-2-methyl-5-oxo-Pentyl]carbamate ClC=1C=C(C=CC1)C(CCC(CNC(OC(C)(C)C)=O)C)=O